N-(3-(3-(3-(2-methoxyethyl)-4-oxo-3,4-dihydroquinazolin-6-yl)ureido)phenyl)-N-methylacetamide COCCN1C=NC2=CC=C(C=C2C1=O)NC(NC=1C=C(C=CC1)N(C(C)=O)C)=O